CC1=CC=NN1CC(=O)N1C(CCC1)C(=O)N 1-[2-(5-methyl-1H-pyrazol-1-yl)acetyl]pyrrolidine-2-carboxamide